(2S,4R)-4-[tert-butyl(diphenyl)silyl]oxy-1-[(2S)-2-[3-(4-hydroxy-1-piperidyl)isoxazol-5-yl]-3-methylbutanoyl]-N-[(1S)-1-[4-(4-methylthiazol-5-yl)phenyl]ethyl]pyrrolidine-2-carboxamide [Si](C1=CC=CC=C1)(C1=CC=CC=C1)(C(C)(C)C)O[C@@H]1C[C@H](N(C1)C([C@@H](C(C)C)C1=CC(=NO1)N1CCC(CC1)O)=O)C(=O)N[C@@H](C)C1=CC=C(C=C1)C1=C(N=CS1)C